C(CCCCCCC)(=O)OC[C@@H](OC(CCCCCCCCCCCCCCCCCCC)=O)COP(=O)([O-])OCC[N+](C)(C)C 1-octanoyl-2-eicosanoyl-sn-glycero-3-phosphocholine